(2S,4r)-4-hydroxy-1-[(2S)-2-[4-(4-methoxyphenyl)triazol-1-yl]-3,3-dimethyl-butyryl]-N-methyl-pyrrolidine-2-carboxamide O[C@@H]1C[C@H](N(C1)C([C@H](C(C)(C)C)N1N=NC(=C1)C1=CC=C(C=C1)OC)=O)C(=O)NC